amino-(5R)-(3-fluoroazetidine-N-carbonyl)-piperidine NC1N(CCCC1)C(=O)N1CC(C1)F